CC1=C2N(C(N1)=S)C[C@H](C2)C2=C(C(=CC(=C2F)F)F)F (R)-1-methyl-6-(2,3,5,6-tetrafluorophenyl)-2,5,6,7-tetrahydro-3H-pyrrolo[1,2-c]imidazole-3-thione